2,4-di-tert-butylphenyl methyl carbonate C(OC1=C(C=C(C=C1)C(C)(C)C)C(C)(C)C)(OC)=O